[C@H]12CN(C[C@H](CC1)O2)C2=NC(=NC1=C(C(=CC=C21)C2=CC(=CC1=CC=CC(=C21)C#C)O)F)OC[C@]21CCCN1C[C@@H](C2)F 4-(4-((1R,5S)-8-oxa-3-azabicyclo[3.2.1]octan-3-yl)-8-fluoro-2-(((2R,7aS)-2-fluorotetrahydro-1H-pyrrolizin-7a(5H)-yl)methoxy)quinazolin-7-yl)-5-ethynylnaphthalen-2-ol